[(7S,9aR)-7-(3,4-difluorophenyl)-7-hydroxy-3,4,6,8,9,9a-hexahydro-1H-pyrido[1,2-a]pyrazin-2-yl]-[2-fluoro-3-(4-fluoro-1H-pyrazol-5-yl)phenyl]methanone FC=1C=C(C=CC1F)[C@]1(CC[C@H]2N(CCN(C2)C(=O)C2=C(C(=CC=C2)C2=C(C=NN2)F)F)C1)O